OCCS(=O)(=O)O.OCCS(=O)(=O)O.N1C=NC=C1 imidazole di(hydroxyethyl-sulfonate) salt